ClC1=NC=NC2=C1N(C=1C=C(C=C(C21)F)F)CC2=CC=C(CP(OCC)(OCC)=O)C=C2 diethyl (4-((4-chloro-7,9-difluoro-5H-pyrimido[5,4-b]indol-5-yl)methyl)benzyl)phosphonate